1-(6-chloro-2-{[5-chloro-1-(1-methylcyclopropyl)-1H-pyrazol-4-yl]amino}quinazolin-7-yl)-4-methylpiperidin-4-ol ClC=1C=C2C=NC(=NC2=CC1N1CCC(CC1)(O)C)NC=1C=NN(C1Cl)C1(CC1)C